COC1=CC=C2C(=CN(C2=C1)CC(C(=O)O)=C)C(C1=CC(=C(C(=C1)OC)OC)OC)=O 2-((6-methoxy-3-(3,4,5-trimethoxybenzoyl)-1H-indol-1-yl)methyl)acrylic acid